IC1=C(C(=CC=C1)C)C1=C(C=CC=C1C)[S@@](=NC(C1=CC=CC=C1)=O)C1=C(C=CC=C1)C N-((S)-((R)-2'-iodo-6,6'-dimethyl-[1,1'-biphenyl]-2-yl)(o-tolyl)-λ4-sulfaneylidene)benzamide